S1C=NC2=C1C=CC(=C2)CNCC2OCCCC2 1-(benzo[d]thiazol-5-yl)-N-((tetrahydro-2H-pyran-2-yl)methyl)methanamine